CN1C(=NC2=C1C=C(C=C2C)C2=CC=C(C=C2)N2CCC(CC2)N(C)C)C2=CC=C(C=C2)S(=O)(=O)C 1-(4-(1,4-Dimethyl-2-(4-(methylsulfonyl)phenyl)-1H-benzo[d]imidazol-6-yl)phenyl)-N,N-dimethylpiperidin-4-amin